methyl 5-({2-[bis(tert-butoxycarbonyl)amino]-3-fluoropyridin-4-yl}methyl)-4-methylpyridine-3-carboxylate C(C)(C)(C)OC(=O)N(C1=NC=CC(=C1F)CC=1C(=C(C=NC1)C(=O)OC)C)C(=O)OC(C)(C)C